3,4,5-trihydroxypentanone OC(C(C)=O)C(CO)O